C(C)(C)(C)OC(=O)N1C[C@@]2(CCN(C2=O)[C@H](C(=O)O)C2CCCC2)CC1 (S)-2-((R)-7-(tert-butoxycarbonyl)-1-oxo-2,7-diazaspiro[4.4]non-2-yl)-2-cyclopentylacetic acid